ClC1=CC=C(C=N1)CNCC1=CC(=C(C=C1)F)[N+](=O)[O-] 1-(6-chloropyridin-3-yl)-N-(4-fluoro-3-nitrobenzyl)methylamine